BrCC(=O)C1=C(C(=C(C=C1)Cl)F)F 2-Bromo-1-(4-chloro-2,3-difluorophenyl)ethanone